NCC(C(=O)OC)NC(=O)OC(C)(C)C methyl 3-amino-2-(tert-butoxycarbonylamino)propanoate